(S)-N5'-(1-Phenylethyl)-[2,3'-bipyridine]-5',6-diamine C1(=CC=CC=C1)[C@H](C)NC=1C=C(C=NC1)C1=NC(=CC=C1)N